tin-copper gold [Au].[Cu].[Sn]